C(#N)C1=CC(=C(OCC2=NC=CC(=N2)OC2=C(C=C(C=C2)CC2=NC3=C(N2C[C@H]2OCC2)C=C(C=C3F)C(=O)O)F)C=C1)F 2-{[4-({2-[(4-cyano-2-fluorophenoxy)methyl]pyrimidin-4-yl}oxy)-3-fluorophenyl]methyl}-4-fluoro-1-{[(2S)-oxetan-2-yl]methyl}-1H-1,3-benzodiazole-6-carboxylic acid